ClC1=C(N(N=C1C(F)(F)F)C1=CC(=CC=C1)C(NC1=CC=2N(C=C1)N=C(C2)C)=O)COC2=CC=C(C(=O)OC(C)(C)C)C=C2 tert-Butyl 4-[[4-chloro-2-[3-[(2-methylpyrazolo[1,5-a]pyridin-5-yl)carbamoyl]phenyl]-5-(trifluoromethyl)pyrazol-3-yl]methoxy]benzoate